4-piperazinyl-5H-pyrrolo[3,2-d]pyrimidine hydrochloride Cl.N1(CCNCC1)C=1C2=C(N=CN1)C=CN2